3-(2,2-difluoro-2H-spiro[benzofuran-3,1'-cyclopropan]-6-yl)-5,5-dimethyl-1-((2-oxo-2,3-dihydro-1H-pyrrolo[2,3-b]pyridin-4-yl)methyl)imidazolidine-2,4-dione FC1(OC2=C(C=CC(=C2)N2C(N(C(C2=O)(C)C)CC2=C3C(=NC=C2)NC(C3)=O)=O)C13CC3)F